C(C)(CC)C1N(CC2=C(NC1=O)C=NC=C2F)C(=O)OC methyl 3-(sec-butyl)-6-fluoro-2-oxo-1,2,3,5-tetrahydro-4H-pyrido[3,4-e][1,4]diazepine-4-carboxylate